2-(2-fluorophenyl)-4-[[phenylmethylsulfonyl]oxy]-5-amino-3(2H)-furanone FC1=C(C=CC=C1)C1OC(=C(C1=O)OS(=O)(=O)CC1=CC=CC=C1)N